4-[2-[2-[2-[4-[6-(dimethyl-amino)-2-fluoro-pyridin-3-yl]phenyl]imidazo[1,2-a]pyridin-6-yl]oxyethoxy]ethoxy]phthalic acid CN(C1=CC=C(C(=N1)F)C1=CC=C(C=C1)C=1N=C2N(C=C(C=C2)OCCOCCOC=2C=C(C(C(=O)O)=CC2)C(=O)O)C1)C